1-(4-(benzylamino)-5,6,7,8-tetrahydropyrido[2,3-d]pyrimidin-2-yl)-2-methyl-1H-indole-4-carboxamide tosylate S(=O)(=O)(O)C1=CC=C(C)C=C1.C(C1=CC=CC=C1)NC=1C2=C(N=C(N1)N1C(=CC=3C(=CC=CC13)C(=O)N)C)NCCC2